ClC1=C(N=C(S1)C)C=1C(=C(C=CC1)C[C@@H]1N(CC([C@@H]1NS(N(C)C)(=O)=O)(F)F)C(=O)C1(CCC1)O)F N'-[(2S,3R)-2-{[3-(5-chloro-2-methyl-1,3-thiazol-4-yl)-2-fluorophenyl]methyl}-4,4-difluoro-1-(1-hydroxycyclobutane-1-carbonyl)-pyrrolidin-3-yl]-N,N-dimethyl-sulfuric diamide